C(C1=CC=CC=C1)OC=1C=NC(=NC1)C 5-(benzyloxy)-2-methylpyrimidin